NC=1CN(C(=C(N1)C1=CC=CC=C1)C=1C=C2C=NNC2=C(C1)Cl)CC1C(NCC1)=O 3-amino-6-(7-chloro-1H-indazol-5-yl)-N-((2-oxopyrrolidin-3-yl)methyl)-5-phenylpyrazine